methylpropyl chloride CC(CC)Cl